C(CCC)C1=CC=C(C(=O)C2=C(C(=C(C=C2)CN(C([O-])=O)C)O)O)C=C1 4-(4-butylbenzoyl)-2,3-dihydroxyphenyl-dimethylcarbamate